C(C)C1CS(C2=C(N(C1)C1=CC=CC=C1)C=C(C(=C2)O)SC)(=O)=O 3-Ethyl-8-hydroxy-7-(methylthio)-5-phenyl-2,3,4,5-tetrahydro-1,5-benzothiazepine 1,1-dioxide